FC(C(=O)O)(F)F.FC(C(=O)O)(F)F.CC([C@@H](C(NC1(CCNCC1)CC1=NC=CC=C1)=O)NC(OCC1C2=CC=CC=C2C=2C=CC=CC12)=O)C (9H-fluoren-9-yl)methyl (S)-(3-methyl-1-oxo-1-((4-(pyridin-2-ylmethyl)piperidin-4-yl)amino)butan-2-yl)carbamate bis(2,2,2-trifluoroacetate)